ClCC(C(=O)O)(C)C 3-chloro-2,2-dimethyl-propionic acid